6-cyclopropyl-1,8-dimethylpyrido[3,4-d]pyridazine-4,7(3H,6H)-dione C1(CC1)N1C=C2C(NN=C(C2=C(C1=O)C)C)=O